5-([2,4'-bipyridyl]-4-yloxy)pyridin-2-amine N1=C(C=C(C=C1)OC=1C=CC(=NC1)N)C1=CC=NC=C1